C(=O)O.N1(CCC1)CCC=1C=CC(=C(C1)[C@H](C)NC1=CC(=C(C=C1Cl)S(=O)(=O)NC=1N=CSC1)F)F (S)-4-((1-(5-(2-(azetidin-1-yl)ethyl)-2-fluorophenyl)ethyl)amino)-5-chloro-2-fluoro-N-(thiazol-4-yl)benzenesulfonamide formate